(E)-3-(3-fluoro-5-(3-(5-fluoro-3-methyl-1H-indazol-6-yl)acrylamido)-4-methylphenyl)propionic acid FC=1C=C(C=C(C1C)NC(\C=C\C1=C(C=C2C(=NNC2=C1)C)F)=O)CCC(=O)O